2-[1-[(4-tert-butylphenyl)methyl]-5-oxopyrrolidin-2-yl]acetic acid C(C)(C)(C)C1=CC=C(C=C1)CN1C(CCC1=O)CC(=O)O